methyl-2-(2-(4-methylpiperazin-1-yl)ethoxy)-N-(2-phenoxyethyl)-1H-imidazole-1-carboxamide CC=1N=C(N(C1)C(=O)NCCOC1=CC=CC=C1)OCCN1CCN(CC1)C